ClC1=C(N(N=C1C(F)(F)F)C)C=1C=C(C=CC1OC)NC(=O)NC1=CC=C(C=C1)Cl 1-[3-(4-Chloro-2-methyl-5-trifluoromethyl-2H-pyrazol-3-yl)4-methoxy-phenyl]-3-(4-chloro-phenyl)-urea